FC=1C=C2C(CC3(N(C2=CC1)C)CCNCC3)=O 6'-fluoro-1'-methyl-4'-oxo-3',4'-dihydro-1'H-spiro[piperidine-4,2'-quinoline]